6-cyano-8-fluoro-3,4-dihydronaphthalen-2-yl triflate O(S(=O)(=O)C(F)(F)F)C1=CC2=C(C=C(C=C2CC1)C#N)F